FCC1=C(CC2=C(N1)COC2=O)C(=O)[O-] 2-(fluoromethyl)-5-oxo-1,4,5,7-tetrahydrofurano[3,4-b]pyridine-3-carboxylate